2,2'-(5-chloro-1,3-phenylene)bis-naphthalene ClC=1C=C(C=C(C1)C1=CC2=CC=CC=C2C=C1)C1=CC2=CC=CC=C2C=C1